(4-(1-amino-6-(1-isobutyrylpiperidin-4-yl)pyrrolo[1,2-a]pyrazin-8-yl)phenyl)-1-isopropyl-2,4-dioxo-3-(pyridin-2-yl)-1,2,3,4-tetrahydropyrimidine-5-carboxamide NC=1C=2N(C=CN1)C(=CC2C2=CC=C(C=C2)C2=C(C(N(C(N2C(C)C)=O)C2=NC=CC=C2)=O)C(=O)N)C2CCN(CC2)C(C(C)C)=O